N1N=CC(=C1)C1=NC=CC(=N1)NC=1N=CC2=C(C=CC(=C2C1)C(C)C)N1[C@@H]([C@H](C1)CS(=O)(=O)C)C N-(2-(1H-pyrazol-4-yl)pyrimidin-4-yl)-5-isopropyl-8-((2R,3S)-2-methyl-3-(methylsulfonylmethyl)azetidin-1-yl)isoquinolin-3-amine